bis(benzonitrile) palladium (II) dibromide [Pd](Br)Br.C(C1=CC=CC=C1)#N.C(C1=CC=CC=C1)#N